BrCCCO[Si](C)(C)C(C)(C)C 1-bromo-3-(tert-butyldimethylsiloxy)propane